N-(4-(difluoromethoxy)cyclohexyl)-2-(1H-imidazol-1-yl)-6-methylpyrimidine-4-carboxamide FC(OC1CCC(CC1)NC(=O)C1=NC(=NC(=C1)C)N1C=NC=C1)F